ClCC[Si](C)(C)OC 2-chloroethyl-(methoxydimethylsilane)